5-bromo-2-(ethoxymethyl)pyridine BrC=1C=CC(=NC1)COCC